6-amino-4-(dimethylamino)nicotinonitrile NC1=NC=C(C#N)C(=C1)N(C)C